(4-quinolyl)-glycyl-2-cyanopyrrolidin N1=CC=C(C2=CC=CC=C12)NCC(=O)N1C(CCC1)C#N